tert-butyl ((1R,3S)-3-((5-fluoro-4-(4,5,6,7-tetrahydropyrazolo[1,5-a]pyridin-3-yl)pyridin-2-yl)carbamoyl)cyclohexyl)carbamate FC=1C(=CC(=NC1)NC(=O)[C@@H]1C[C@@H](CCC1)NC(OC(C)(C)C)=O)C=1C=NN2C1CCCC2